1,3-dimethyl-7-morpholinyl-pyrido[2,3-d]pyrimidine-2,4,5(1H,3H,8H)-trione CN1C(N(C(C2=C1NC(=CC2=O)N2CCOCC2)=O)C)=O